8-Acetamido-6-fluoro-5-methyl-1-oxo-1,2,3,4-tetrahydronaphthalene-2-carboxylic acid ethyl ester C(C)OC(=O)C1C(C2=C(C=C(C(=C2CC1)C)F)NC(C)=O)=O